(1S,3R,4S)-N-((R)-1-cyano-2-((R)-2-oxopiperidin-3-yl)ethyl)-5,5-difluoro-2-(9-hydroxy-9H-fluorene-9-carbonyl)-2-azabicyclo[2.2.2]octane-3-carboxamide C(#N)[C@@H](C[C@@H]1C(NCCC1)=O)NC(=O)[C@@H]1N([C@@H]2CC([C@H]1CC2)(F)F)C(=O)C2(C1=CC=CC=C1C=1C=CC=CC21)O